C(C1=CC=CC=C1)(=O)C1=CC=C(C=C1)CC(C(=O)C1=CC=CC=C1)(C)N(C)C 3-(4-benzoyl-phenyl)-2-dimethylamino-2-methyl-1-phenyl-propan-1-one